4,5-dihydroxybenzene-1,3-disulfonic acid OC1=C(C=C(C=C1O)S(=O)(=O)O)S(=O)(=O)O